ClC1=NC=2N([C@H](C(NC2C(=N1)C)=O)CC)C (7S)-2-chloro-7-ethyl-4,8-dimethyl-5,7-dihydropteridin-6-one